(2-hydroxyethyl)-8-hydroxyquinoline OCCC1=NC2=C(C=CC=C2C=C1)O